C(C)C=1N=C(NC(C1)=O)C=1C(=C(CNC(=O)[C@@H]2C[C@H](C2)OCC2=CC(=CC=C2)C(F)(F)F)C=CC1C(F)(F)F)F trans-N-[3-(4-ethyl-6-oxo-1,6-dihydropyrimidin-2-yl)-2-fluoro-4-(trifluoromethyl)benzyl]-3-{[3-(trifluoromethyl)benzyl]oxy}cyclobutane-1-carboxamide